benzyl 4-(4-chloro-2-methyl-7-oxo-7,8-dihydropyrido[2,3-d]pyrimidin-6-yl)piperidine-1-carboxylate ClC=1C2=C(N=C(N1)C)NC(C(=C2)C2CCN(CC2)C(=O)OCC2=CC=CC=C2)=O